N-(2-(7-cyclopropyloxy-3-methylnaphthalen-1-yl)ethyl)acetamide C1(CC1)OC1=CC=C2C=C(C=C(C2=C1)CCNC(C)=O)C